C(C)(C)(C)OC(=O)N1[C@H](CN(CC1)C(=O)C1=CC=C(C=C1)C1=CC(=CC=C1)O)C (S)-4-(3'-hydroxy-[1,1'-biphenyl]-4-carbonyl)-2-methylpiperazine-1-carboxylic acid tert-butyl ester